2-(1-((R)-2-(2-ethylphenyl)-2-(((1S,4S)-4-hydroxycyclohexyl)oxy)ethyl)-5-methyl-6-(oxazol-2-yl)-2,4-dioxo-1,2-dihydrothieno[2,3-d]pyrimidin-3(4H)-yl)-2-methylpropionic acid C(C)C1=C(C=CC=C1)[C@H](CN1C(N(C(C2=C1SC(=C2C)C=2OC=CN2)=O)C(C(=O)O)(C)C)=O)OC2CCC(CC2)O